1H-benzotriazol N1N=NC2=C1C=CC=C2